N4-hydroxycytidine 5'-diphosphate P(O)(=O)(OP(=O)(O)O)OC[C@@H]1[C@H]([C@H]([C@@H](O1)N1C(=O)N=C(NO)C=C1)O)O